3-(methoxy-methyl-carbamoyl)-3-methyl-azetidine-1-carboxylic acid tert-butyl ester C(C)(C)(C)OC(=O)N1CC(C1)(C)C(N(C)OC)=O